(-)-dip-anisoyl-L-tartaric acid C(C1=CC=C(C=C1)OC)(=O)[C@]([C@](C(=O)O)(O)C(C1=CC=C(C=C1)OC)=O)(O)C(=O)O